BrCCC=CC=CCCCCCCCCCCCC 1-bromo-3,5-octadecadiene